2-chloro-8,8-diethyl-6-{[2-(trimethylsilyl)ethoxy]methyl}-6H-spiro[1,6-naphthyridine-5,3'-oxetan]-7(8H)-one ClC1=NC=2C(C(N(C3(COC3)C2C=C1)COCC[Si](C)(C)C)=O)(CC)CC